[Li].ON1N=NC2=C1C=CC=C2 1-hydroxybenzotriazole lithium salt